C(C)(=O)N(C1=CC(=CC(=C1)F)F)C=1SC(=C(N1)C(=O)N[C@H]1CCC12CCCC2)C 2-(N-acetyl-3,5-difluoroanilino)-5-methyl-N-[(3S)-spiro[3.4]octan-3-yl]-thiazole-4-carboxamide